C(C)(C)(C)OC(N[C@H]1[C@@H](CC[C@H](C2=NC=CC=C21)O)C2=C(C(=CC=C2)F)F)=O ((5S,6S,9R)-6-(2,3-difluorophenyl)-9-Hydroxy-6,7,8,9-tetrahydro-5H-cyclohept[b]pyridin-5-yl)carbamic acid tert-butyl ester